C[C@@H]1[C@@H]([C@@H]([C@H]([C@H](O1)OP(=O)(O)OP(=O)(O)OC[C@@H]2[C@H](C[C@@H](O2)N3C=C(C(=O)NC3=O)C)O)O)O)N The molecule is a dTDP-4-amino-4,6-dideoxy-D-galactose in which the anomeric centre of the pyranose fragment has alpha-configuration. It is a conjugate acid of a dTDP-4-amino-4,6-dideoxy-alpha-D-galactose(1-).